C1[C@@H](C(=O)N1[C@H](C2=CC=C(C=C2)O)C(=O)[O-])NC(=O)[C@@H](C3=CC=C(C=C3)OCC[C@H](C(=O)[O-])[NH3+])[NH3+] The molecule is an alpha-amino acid zwitterion resulting from a transfer of two protons from the carboxy groups to the amino groups of nocardicin C; major species at pH 7.3. It is a tautomer of a nocardicin C.